C(C)(C)(C)C(COC(NC)=O)N1C(=CC(C2=CC(=CC=C12)F)=C=O)C (tert-butyl 2-(6-fluoro-2-methyl-4-carbonylquinolin-1(4H)-yl)ethyl)(methyl)carbamate